5-chloro-3-(2,4-dichlorophenyl)-3,4-dihydroacridine-1,9(2H,10H)-dione ClC1=C2NC=3CC(CC(C3C(C2=CC=C1)=O)=O)C1=C(C=C(C=C1)Cl)Cl